Naphthalen-2-yl (2-fluorophenyl)carbamate FC1=C(C=CC=C1)NC(OC1=CC2=CC=CC=C2C=C1)=O